3-methylimidazo[4,5-c]pyridin-7-yl-3-[[5-methyl-6-[(1R,4R)-5-methyl-2,5-diazabicyclo[2.2.1]heptan-2-yl]-3-pyridyl]amino]pyrazine-2-carboxamide formate salt C(=O)O.CN1C=NC2=C1C=NC=C2C=2N=C(C(=NC2)C(=O)N)NC=2C=NC(=C(C2)C)N2[C@H]1CN([C@@H](C2)C1)C